tert-butyl [3-(4-{[(2S)-1-(trifluoromethoxy)propan-2-yl]oxy}-1H-pyrazol-1-yl)bicyclo[1.1.1]pentan-1-yl]carbamate FC(OC[C@H](C)OC=1C=NN(C1)C12CC(C1)(C2)NC(OC(C)(C)C)=O)(F)F